N1C=CC=2C1=NC=C(C2)C21CC(C2)(C1)N(C(=O)NC=1C(N(C=C(C1)C(F)(F)F)C)=O)C 1-(3-(1H-pyrrolo[2,3-b]pyridin-5-yl)bicyclo[1.1.1]pentan-1-yl)-1-methyl-3-(1-methyl-2-oxo-5-(trifluoromethyl)-1,2-dihydropyridin-3-yl)urea